((4'-((2-(tert-butyl)-1H-imidazol-1-yl)methyl)-3'-fluoro-5-isobutyl-[1,1'-biphenyl]-2-yl)sulfonyl)carbamic acid butyl ester C(CCC)OC(NS(=O)(=O)C1=C(C=C(C=C1)CC(C)C)C1=CC(=C(C=C1)CN1C(=NC=C1)C(C)(C)C)F)=O